2-(3',5'-Bis(α,α-dimethyl-benzyl)-2'-hydroxyphenyl)benzotriazol CC(C1=CC=CC=C1)(C)C=1C(=C(C=C(C1)C(C1=CC=CC=C1)(C)C)N1N=C2C(=N1)C=CC=C2)O